4-(2-(3-((1-(cyclopropylmethyl)-1H-pyrazol-4-yl)oxy)azetidin-1-yl)-7-methyl-8-oxo-6-(trifluoromethyl)-7,8-dihydropyrimido[5,4-d]pyrimidin-4-yl)-3-fluorobenzonitrile C1(CC1)CN1N=CC(=C1)OC1CN(C1)C=1N=C(C2=C(N1)C(N(C(=N2)C(F)(F)F)C)=O)C2=C(C=C(C#N)C=C2)F